(R)-N-(1-(3-methoxyphenyl)ethyl)-3-(pyridin-4-yl)-1,7-dihydroimidazo[4,5-f]indazole-6-carboxamide COC=1C=C(C=CC1)[C@@H](C)NC(=O)C=1NC2=C(C=C3C(=NNC3=C2)C2=CC=NC=C2)N1